5-methyl-1,3,4-thiadiazole-2-carboxylic acid lithium [Li].CC1=NN=C(S1)C(=O)O